3-(4-(((4-chlorophenyl)methyl)sulfonamido)phenyl)-5-(pyrazin-2-ylamino)-1H-pyrazole-4-carboxamide ClC1=CC=C(C=C1)CS(=O)(=O)NC1=CC=C(C=C1)C1=NNC(=C1C(=O)N)NC1=NC=CN=C1